ClC=1C(=NC(=NC1)NC1=CC(=C(C=C1OC(C)C)N1CCN(CC1)CC=1C=C2C(N(C(C2=CC1)=O)C1C(NC(CC1)=O)=O)=O)C)NC1=C(C=CC=C1)S(=O)(=O)C(C)C 5-((4-(4-((5-chloro-4-((2-(isopropylsulfonyl)phenyl)amino)pyrimidin-2-yl)amino)-5-isopropoxy-2-Methylphenyl)piperazin-1-yl)methyl)-2-(2,6-dioxopiperidin-3-yl)isoindoline-1,3-dione